4-(1,3-dimethyl-2-oxo-7-(piperidin-4-yl)-1,2-dihydroquinolin-5-yl)-1-methyl-1,2,3,4-tetrahydroquinoxaline-6-carboxamide CN1C(C(=CC2=C(C=C(C=C12)C1CCNCC1)N1CCN(C2=CC=C(C=C12)C(=O)N)C)C)=O